S(=O)(=O)(O)C1C(=O)NC(C1)=O.[Na] sodium sulfosuccinimide